2-((1-((dimethylamino)methyl)cyclopropyl)methoxy)-7-(8-ethylnaphthalen-1-yl)-N-methyl-N-((4-methyl-4H-1,2,4-triazol-3-yl)methyl)-5,6,7,8-tetrahydropyrido[3,4-d]pyrimidin-4-amine CN(C)CC1(CC1)COC=1N=C(C2=C(N1)CN(CC2)C2=CC=CC1=CC=CC(=C21)CC)N(CC2=NN=CN2C)C